[I-].C(C)(C)NC(S)=[NH2+] isopropylisothiouronium iodide